ClCCNC(=O)NC1(COC1)C (2-chloroethyl)-3-(3-methyl-oxetan-3-yl)urea